ClC=1C(=C(C=CC1)NC1=NC=NC2=CC(=C(C=C12)N)C#C[C@@]1(N(CCC1)C)C)F (R)-N4-(3-chloro-2-fluorophenyl)-7-((1,2-dimethylpyrrolidin-2-yl)ethynyl)quinazoline-4,6-diamine